C1(CC1)C=1C=2C=3N(C(=NC2C=CC1)N[C@H]1CNCCCC1)N=C(N3)C3=CC(=CC=C3)F (3R)-3-{[10-cyclopropyl-2-(3-fluorophenyl)[1,2,4]triazolo[1,5-c]quinazolin-5-yl]amino}azepan